2-fluoro-glycerate FC(C(=O)[O-])(O)CO